tert-butyl (4-((3-methyl-1H-pyrazolo[4,3-c]pyridin-1-yl)methyl)bicyclo[2.2.2]octan-1-yl)carbamate CC1=NN(C2=C1C=NC=C2)CC21CCC(CC2)(CC1)NC(OC(C)(C)C)=O